FC1(CCC(CC1)[C@@H](C(=O)NC=1C(=NN(C1)C(CC(F)F)C1=NN=NN1CC(F)(F)F)F)NC(=O)C1=NON=C1CC)F N-[(1S)-1-(4,4-difluorocyclohexyl)-2-[[1-[3,3-difluoro-1-[1-(2,2,2-trifluoroethyl)tetrazol-5-yl]propyl]-3-fluoro-pyrazol-4-yl]amino]-2-oxo-ethyl]-4-ethyl-1,2,5-oxadiazole-3-carboxamide